C(C)C(CC)NC1=CC(=C(C=C1)C)C N-(ethyl-propyl)-3,4-dimethylaniline